2-bromo-5-(3-morpholino-1,2,4-oxadiazol-5-yl)phenol BrC1=C(C=C(C=C1)C1=NC(=NO1)N1CCOCC1)O